N-((6-(pyrrolidin-1-yl)pyridin-3-yl)methyl)pyrazine-2-carboxamide N1(CCCC1)C1=CC=C(C=N1)CNC(=O)C1=NC=CN=C1